2-(trimethylsilyl)ethoxy-borane C[Si](CCOB)(C)C